C(C)(C)(C)OC(=O)N(C(OC(C)(C)C)=O)C1=NC=CC(=C1F)CC=1C=NC=C(C1C)NC1=C(C=C(C=C1)OC(F)(F)F)F tert-butyl N-tert-butoxycarbonyl-N-[3-fluoro-4-[[5-[2-fluoro-4-(trifluoromethoxy)anilino]-4-methyl-3-pyridyl]methyl]-2-pyridyl]carbamate